FC1=C(C(=O)N[C@H](C(=O)OC)CC2=CC=C(C=3OCCOC32)C=3N=C(C2=CC=CC=C2C3C(F)(F)F)C)C(=CC=C1)F methyl (S)-2-(2,6-difluorobenzamido)-3-(8-(1-methyl-4-(trifluoromethyl) isoquinolin-3-yl)-2,3-dihydrobenzo[b][1,4]dioxin-5-yl)propanoate